tetrafluoro-terephthalamide FC1=C(C(=C(C(=C1C(=O)N)F)F)C(=O)N)F